FC1=CC=C(C=C2C(NC(NC2=O)=O)=O)C=C1 5-(4-fluorobenzylidene)pyrimidine-2,4,6(1H,3H,5H)-trione